C(C)(=O)C1=C(C=C(C=C1)Cl)C=1C(=NN(C(C1)=O)[C@H](C(=O)NC1=CC2=C(NC=N2)C=C1)CC1=CC=CC=C1)OC (S)-2-(4-(2-acetyl-5-chlorophenyl)-3-methoxy-6-oxopyridazin-1(6H)-yl)-N-(1H-benzo[d]imidazol-5-yl)-3-phenylpropionamide